2-[(2R,4S)-2-(1-cyclopropylpyrazol-4-yl)tetrahydropyran-4-yl]-4-(2,4-difluorophenyl)-7-methyl-pyrido[2,3-d]pyrimidine-6-carbonitrile C1(CC1)N1N=CC(=C1)[C@@H]1OCC[C@@H](C1)C=1N=C(C2=C(N1)N=C(C(=C2)C#N)C)C2=C(C=C(C=C2)F)F